ONC(CC1=CC=C(C=C1)C1(CC1)C(F)(F)F)=N N-hydroxy-2-(4-(1-(trifluoromethyl)cyclopropyl)phenyl)acetimidamide